tert-butyl (4-(2-azidoacetamido)phenethyl)carbamate N(=[N+]=[N-])CC(=O)NC1=CC=C(CCNC(OC(C)(C)C)=O)C=C1